(5-(difluoromethyl)-1,2,4-oxadiazol-3-yl)-N-(3-methoxyphenylethyl)benzamide FC(C1=NC(=NO1)C1=C(C(=O)NCCC2=CC(=CC=C2)OC)C=CC=C1)F